1-(9Z-octadecenoyl)-sn-glycero-3-phosphoethanolamine CCCCCCCC/C=C\CCCCCCCC(=O)OC[C@H](COP(=O)(O)OCCN)O